NC1CC(N(C1)C1=CC=C(C=C1)S(=O)(=O)N1C(CN(CC1)C1=NC(=CC(=C1)C(F)(F)F)Cl)C#N)=O 1-[4-(4-Amino-2-oxo-pyrrolidin-1-yl)phenyl]sulfonyl-4-[6-chloro-4-(trifluoromethyl)-2-pyridyl]piperazine-2-carbonitrile